3-amino-4-[6,7-difluoro-1-(oxan-2-yl)indazol-4-yl]-6-methoxy-1H-1,7-phenanthrolin-2-one NC=1C(NC2=C3C=CC=NC3=C(C=C2C1C1=C2C=NN(C2=C(C(=C1)F)F)C1OCCCC1)OC)=O